C(=O)NNC(=O)C1=NC(=NC=C1)N1CC2(CN(C2)C2=CC(=NC=C2)C(F)(F)F)CC1 N'-formyl-2-(2-(2-(trifluoromethyl)pyridin-4-yl)-2,6-diazaspiro[3.4]octan-6-yl)pyrimidine-4-carbohydrazide